(S)-1-methyl-3-(1-methyl-2-oxo-5-(trifluoromethyl)-1,2-dihydropyridin-3-yl)-1-(4-(7-morpholino-5H-pyrrolo[2,3-b]pyrazin-2-yl)cyclohex-3-en-1-yl)urea CN(C(=O)NC=1C(N(C=C(C1)C(F)(F)F)C)=O)[C@@H]1CC=C(CC1)C=1N=C2C(=NC1)NC=C2N2CCOCC2